methyl 3-((1-(3-(isothiazol-4-yl)-7-methyl-2-(3-methylisoxazol-4-yl) quinolin-5-yl) ethyl) amino)-6-methoxypicolinate S1N=CC(=C1)C=1C(=NC2=CC(=CC(=C2C1)C(C)NC=1C(=NC(=CC1)OC)C(=O)OC)C)C=1C(=NOC1)C